1-Methyl-1-Isopropoxy-1-silacyclopentane C[Si]1(CCCC1)OC(C)C